(R)-N-(2,6-dioxopiperidin-3-yl)pyrazolo[1,5-a]pyridine-3-carboxamide O=C1NC(CC[C@H]1NC(=O)C=1C=NN2C1C=CC=C2)=O